6-[(2S)-2-aminopropyl]-4-{[(thiophen-2-yl)methyl]amino}thieno[3,2-c]pyridazin-7-ol N[C@H](CC1=C(C=2N=NC=C(C2S1)NCC=1SC=CC1)O)C